N-(3-((5-((3s,4s)-4-amino-3-methyl-2-oxa-8-azaspiro[4.5]decan-8-yl)pyrazin-2-yl)thio)-2-chlorophenyl)-4-hydroxy-1-methyl-6-carbonyl-1,6-dihydro-[3,4'-bipyridine]-5-carboxamide N[C@@H]1[C@@H](OCC12CCN(CC2)C=2N=CC(=NC2)SC=2C(=C(C=CC2)NC(=O)C2=C(C(=CN(C2=C=O)C)C2=CC=NC=C2)O)Cl)C